NCCNC(=N)C1=CC=C(OCCC(=O)O)C=C1 3-(4-(N-(2-aminoethyl)carbamimidoyl)phenoxy)propanoic acid